3-(3-((3aS,7aR)-7a-fluoro-1-oxooctahydro-2H-pyrrolo[3,4-c]pyridin-2-yl)phenyl)-3-methylbutanoic acid F[C@@]12[C@@H](CNCC1)CN(C2=O)C=2C=C(C=CC2)C(CC(=O)O)(C)C